2-[4-(6-Ethoxy-1'-methyl-6'-oxo-1',6'-dihydro-[3,4']bipyridinyl-3'-yl)-pyrazol-1-yl]-4-methoxy-benzoic acid C(C)OC1=CC=C(C=N1)C=1C(=CN(C(C1)=O)C)C=1C=NN(C1)C1=C(C(=O)O)C=CC(=C1)OC